C(=O)(O)C1=CC=C(C=C1)C1=C(N)C=C(C=C1)C1=CC=C(C=C1)C(=O)O 2,5-bis(4'-carboxyphenyl)aniline